C1(CC1)C1=NC(=CC(=C1)C1=C(C=C(C#N)C=C1)C1=NN=CN1C)N1C(C2=CC(=CC(=C2C1)F)CN1[C@@H]([C@H](CC1)O)C)=O 4-[2-cyclopropyl-6-(4-fluoro-6-{[(2R,3S)-3-hydroxy-2-methylpyrrolidin-1-yl]methyl}-1-oxo-3H-isoindol-2-yl)pyridin-4-yl]-3-(4-methyl-1,2,4-triazol-3-yl)benzonitrile